4-((5-fluoropyridin-2-yl)methyl)-N-(piperidin-4-ylmethyl)-3,4-dihydroquinoxaline-1(2H)-carboxamide oxalate C(C(=O)O)(=O)O.FC=1C=CC(=NC1)CN1CCN(C2=CC=CC=C12)C(=O)NCC1CCNCC1